C1(CC1)C1=CC=C(C2=CN(N=C12)C)C1=CC(=C(CN2C(C3=NC=CC=C3C2=O)([2H])[2H])C(=C1)F)F 6-(4-(7-cyclopropyl-2-methyl-2H-indazol-4-yl)-2,6-difluorobenzyl)-6,7-dihydro-5H-pyrrolo[3,4-b]pyridin-5-one-7,7-d2